ClC1=CC=C(C=C1)N1C(=CC2=CC=C(C=C12)CCS(=O)(=O)C1CC1)C 1-(4-Chlorophenyl)-6-(2-(cyclopropylsulfonyl)ethyl)-2-methyl-1H-indol